FC(C(C(=O)OC(C(=C(C(F)(F)F)C(F)(F)F)C(F)(F)F)=O)=C(C(F)(F)F)C(F)(F)F)(F)F 2,3,3-tris(trifluoromethyl)acrylic anhydride